1-(2-acetoxyethyl)-8-chloro-4,5-dihydro-1H-pyrazolo[4,3-H]quinazoline-3-carboxylic acid methyl ester COC(=O)C1=NN(C2=C1CCC=1C=NC(=NC21)Cl)CCOC(C)=O